1-(tert-butoxycarbonyl)-4-(spiro[2.5]oct-5-en-6-ylmethylene)pyrrolidine-2-carboxylic acid C(C)(C)(C)OC(=O)N1C(CC(C1)=CC1=CCC2(CC2)CC1)C(=O)O